[Si](C)(C)(C(C)(C)C)OC(CC=O)C=1C=NC(=CC1)F 3-((tert-butyldimethylsilyl)oxy)-3-(6-fluoropyridin-3-yl)propanal